((1R,5S,6s)-6-((4-(2-aminopropan-2-yl)-6-(4-fluorophenyl)pyridin-2-yl)oxy)-3-azabicyclo[3.1.0]hexan-3-yl)(2-(hydroxymethyl)imidazo[1,2-a]pyridin-6-yl)methanone NC(C)(C)C1=CC(=NC(=C1)C1=CC=C(C=C1)F)OC1[C@@H]2CN(C[C@H]12)C(=O)C=1C=CC=2N(C1)C=C(N2)CO